5,5-dimethyl-2-((6-methylpyridin-3-yl)methyl)-8-(4-(trifluoromethyl)phenyl)-2,3,4,5-tetrahydro-1H-benzo[c]azepine CC1(C2=C(CN(CC1)CC=1C=NC(=CC1)C)C=C(C=C2)C2=CC=C(C=C2)C(F)(F)F)C